ClC=1C(=CC=C2N=CC(=NC12)C=1C=NN(C1)CCNCCO)OC1=CC2=C(N=C(N2)C)C=C1 2-[2-[4-[8-chloro-7-[(2-methyl-3H-benzimidazol-5-yl)oxy]quinoxalin-2-yl]pyrazol-1-yl]ethylamino]ethanol